BrC1=NN(C2=NC=CC=C21)C(C2=CC=CC=C2)(C2=CC=CC=C2)C2=CC=CC=C2 3-bromo-1-trityl-pyrazolo[3,4-b]pyridine